COC(=O)C1=CC2=CN(N=C2C(=C1)OC(F)F)C1CC1 2-cyclopropyl-7-(difluoromethoxy)-2H-indazole-5-carboxylic acid methyl ester